racemic-trans-3-((3-methyl-4-oxo-8-(4-(trifluoromethyl)phenyl)-3,4-dihydropyrido[4,3-d]pyrimidin-5-yl)amino)cyclopentane-1-carboxylic acid CN1C=NC2=C(C1=O)C(=NC=C2C2=CC=C(C=C2)C(F)(F)F)N[C@@H]2C[C@H](CC2)C(=O)O |r|